C(C)(C)N1N=CC(=C1)[S@](=O)(N)=NC(NC1=C2C(=NC3=C1CCC3)C(CC2)C)=O (S)-1-Isopropyl-N'-((3-methyl-1,2,3,5,6,7-hexahydrodicyclopenta[b,e]pyridin-8-yl)carbamoyl)-1H-pyrazole-4-sulfonimidamide